2-(trimethylsilylmethyl)allyltitanium C[Si](C)(C)CC(C[Ti])=C